NC1=C(C(=O)OCC)C=C(C(=C1)C)N1CCN(CC1)CC ethyl 2-amino-5-(4-ethylpiperazin-1-yl)-4-methylbenzoate